N[C@H](CNC(=O)C1=NC(=CN=C1)C=1NC2=CC=CC=C2C1C)C1CC1 (S)-N-(2-amino-2-cyclopropylethyl)-6-(3-methyl-1H-indol-2-yl)pyrazine-2-carboxamide